FC(C1=NN=C(O1)C1=CN=C(S1)CN(S(=O)(=O)CC)CC=1C=NC=CC1)F N-({5-[5-(difluoromethyl)-1,3,4-oxadiazol-2-yl]-1,3-thiazol-2-yl}methyl)-N-[(pyridin-3-yl)methyl]ethane-1-sulfonamide